8-[(5-cyclopropyl-1,3,4-thiadiazol-2-yl)methoxy]-6-(4-fluorophenyl)-N-[(6-methylpyridazin-3-yl)methyl]quinazolin-4-amine C1(CC1)C1=NN=C(S1)COC=1C=C(C=C2C(=NC=NC12)NCC=1N=NC(=CC1)C)C1=CC=C(C=C1)F